8-fluoro-4-iodo-7-(4-methoxypyridin-3-yl)isoquinolin-1-amine FC=1C(=CC=C2C(=CN=C(C12)N)I)C=1C=NC=CC1OC